hexahydropyrazino[2,1-c][1,4]Oxazin C1OCCN2C1=CNCC2